COC(=O)C1=NC=C(C=C1Cl)C1=CC(=CC=C1)Cl 5-(3-chlorophenyl)-3-chloropyridine-carboxylic acid methyl ester